OC12C[C@H]3C([C@H](CC(C1)C3)C2)NC2=C3C(=NC=C2C(=O)N)NC=C3 4-[[(1R,3S)-5-hydroxy-2-adamantyl]amino]-1H-pyrrolo[2,3-b]pyridine-5-carboxamide